(4-difluoromethoxy-7-phenyl-thiazolo[4,5-c]pyridin-2-yl)-amid FC(OC1=NC=C(C2=C1N=C(S2)[NH-])C2=CC=CC=C2)F